CN1CCN2C(=CC=C2C(F)(F)F)C12CCNCC2 2-methyl-6-(trifluoromethyl)spiro[3,4-dihydropyrrolo[1,2-a]pyrazine-1,4'-piperidine]